(1R,2R,3S,4R,5S)-1-(2-(2-amino-3-bromo-5-fluoroquinolin-7-yl)ethyl)-4-(4-amino-7H-pyrrolo[2,3-d]pyrimidin-7-yl)bicyclo[3.1.0]hexane-2,3-diol NC1=NC2=CC(=CC(=C2C=C1Br)F)CC[C@@]12[C@H]([C@H]([C@@H]([C@H]2C1)N1C=CC2=C1N=CN=C2N)O)O